[C@@H]12N(C[C@@H](NC1)C2)C2=CC=CC(=N2)C 6-((1S,4S)-2,5-diazabicyclo[2.2.1]heptane-2-yl)-2-methylpyridine